5-ethylsulfonyl-6-(7-trifluoromethyl-[1,2,4]triazolo[1,5-a]pyridin-2-yl)nicotinic acid C(C)S(=O)(=O)C=1C(=NC=C(C(=O)O)C1)C1=NN2C(C=C(C=C2)C(F)(F)F)=N1